BrC1=CC=C(C2=C1NC=N2)C(=O)N2CCC=1N(N=C3C1C2CN=CC32CC2)C2=CC=C(C=C2)C2CCC2 5-(7-bromo-1H-benzo[d]imidazole-4-carbonyl)-2-(4-cyclobutylphenyl)-2,3,4,5,5a,6-hexahydro-1,2,5,7-tetraazaspiro[benzo[cd]azulene-9,1'-cyclopropan]